C1(=CC=CC=C1)C1CC2(C1)CN(CC2)C(=O)C2CC1(C2)NC(OC1)=O 2-(2-Phenyl-6-azaspiro[3.4]octane-6-carbonyl)-7-oxa-5-azaspiro[3.4]octan-6-one